4H-thieno[2,3-b]thiochromen-4-one S1C=CC2=C1SC1=CC=CC=C1C2=O